2,3,5-triethylhydroquinone C(C)C1=C(O)C=C(C(=C1CC)O)CC